4-Bromo-2-chloro-6-fluorobenzene BrC1=CC(=CC(=C1)F)Cl